(E)-methyl 4-methoxy-6-styrylpyridazine-3-carboxylate COC1=C(N=NC(=C1)\C=C\C1=CC=CC=C1)C(=O)OC